CS(=O)(=O)OCCOCCOC[C@@H](C)N1N=CC(=C1)C1=NN(C2=CC=C(C=C12)O[Si](C)(C)C(C)(C)C)C1OCCCC1 2-[2-[(2R)-2-[4-[5-[tert-butyl(dimethyl)silyl]oxy-1-tetrahydropyran-2-yl-indazol-3-yl]pyrazol-1-yl]propoxy]ethoxy]ethyl methanesulfonate